C(CCCCCCCCCCC\C=C/CCCCCCCC)OC(CCCCCCCCCCCCCCC(C)C)=O.NC1=NC=2C=NC(=CC2C2=C1C=NN2C)C(=O)N2C[C@H](CC2)C2=CC=C(C=C2)C(F)(F)F (4-amino-1-methyl-1H-pyrazolo[4,3-c][1,7]naphthyridin-8-yl)((3R)-3-(4-(trifluoromethyl)phenyl)-1-pyrrolidinyl)methanone erucyl-isostearate